oleyl aminooleate NC(C(=O)OCCCCCCCC\C=C/CCCCCCCC)CCCCCC\C=C/CCCCCCCC